cyclopropanesulfonohydrazide C1(CC1)S(=O)(=O)NN